O=C1NCC2=CC(=CC=C12)C1=CNC2=NC=C(C=C21)C(=O)NC=2C=NN(C2)C2CCNCC2 3-(1-oxoisoindolin-5-yl)-N-(1-(piperidin-4-yl)-1H-pyrazol-4-yl)-1H-pyrrolo[2,3-b]pyridine-5-carboxamide